N-(4-((4-(ethoxymethyl)-4-(4-methoxy-phenethyl)piperidin-1-yl)methyl)phenyl)acetamide HCl Cl.C(C)OCC1(CCN(CC1)CC1=CC=C(C=C1)NC(C)=O)CCC1=CC=C(C=C1)OC